N-(8-(2-chloro-5-fluorophenyl)-3-(1H-imidazol-2-yl)-6-oxo-5,6,7,8-tetrahydroimidazo[1,5-a]pyrazin-1-yl)-3-fluoro-5-(trifluoromethyl)benzamide ClC1=C(C=C(C=C1)F)C1C=2N(CC(N1)=O)C(=NC2NC(C2=CC(=CC(=C2)C(F)(F)F)F)=O)C=2NC=CN2